C(C)OC(=O)C=1N=CC=2CN(CCC2C1)C1=CC(=C(C=C1)C#N)F 7-(4-cyano-3-fluorophenyl)-5,6,7,8-tetrahydro-2,7-naphthyridine-3-carboxylic acid ethyl ester